C(CCCCCCC)C(C(C(=O)[O-])S(=O)(=O)O)(C(=O)[O-])CCCCCCCC.[Na+].[Na+] Natrium dioctylsulfosuccinat